(±)-N-(4-chloro-5-(trifluoromethyl)pyridin-2-yl)-1-fluoro-6,7,8,9-tetrahydro-5H-5,8-epimino-cyclohepta[c]pyridine-10-carboxamide ClC1=CC(=NC=C1C(F)(F)F)NC(=O)N1C2CCC1CC=1C(=NC=CC12)F